ClC1=C(C=CC=C1C=O)C1=CC(=CC=C1)C(F)(F)F chloro-3'-(trifluoromethyl)-[1,1'-biphenyl]-3-carbaldehyde